[2-(2-aminophenyl)phenyl]-palladium chloride NC1=C(C=CC=C1)C1=C(C=CC=C1)[Pd]Cl